C(#N)C=1C=[N+](C=CC1C(=O)N1C(CNCC1)(C)C)[O-] 3-cyano-4-(2,2-dimethylpiperazine-1-carbonyl)pyridin-1-ium-1-olate